(2R,3R,4S,5S)-4-(aminomethyl)-4-(4-chloro-2-fluorophenyl)-5-neopentyl-3-phenylpyrrolidine NC[C@]1([C@H](CN[C@H]1CC(C)(C)C)C1=CC=CC=C1)C1=C(C=C(C=C1)Cl)F